S(=O)(=O)(O)C1=CC=C(C)C=C1.N1C[C@@H](CCC1)C1=CC=C(C=C1)N1N=C2C(=CC=CC2=C1)C(=O)N 2-[4-[(3S)-piperidin-3-yl]phenyl]-2H-indazole-7-carboxamide tosylate